1-(4-methoxybenzyl)-3-(6-(6-(trifluoromethoxy)-1,2,3,4-tetrahydroquinoline-1-carbonyl)spiro[3.3]hept-2-yl)urea COC1=CC=C(CNC(=O)NC2CC3(C2)CC(C3)C(=O)N3CCCC2=CC(=CC=C32)OC(F)(F)F)C=C1